CN1CCC(CC1)N(C(=O)C=1N=C(SC1)C=1C=NN(C1)C1=CC=CC=C1)C(C)C N-(1-methylpiperidin-4-yl)-2-(1-phenyl-1H-pyrazol-4-yl)-N-(propan-2-yl)-1,3-thiazole-4-carboxamide